bis[1,3-bis-diphenylphosphinopropane] palladium chloride [Pd](Cl)Cl.C1(=CC=CC=C1)P(CCCP(C1=CC=CC=C1)C1=CC=CC=C1)C1=CC=CC=C1.C1(=CC=CC=C1)P(CCCP(C1=CC=CC=C1)C1=CC=CC=C1)C1=CC=CC=C1